C1=CC=CC=2OC3=CC=CC=C3C(C12)CCC(=O)O 9H-xanthene-9-propanoic acid